N-(5-(4-cyclopropylpiperazin-1-yl)pyridin-2-yl)-5-fluoro-4-(9-fluoro-4-methyl-3,4-dihydro-1H-benzo[4,5]imidazo[2,1-c][1,4]oxazin-7-yl)pyrimidin-2-amine C1(CC1)N1CCN(CC1)C=1C=CC(=NC1)NC1=NC=C(C(=N1)C1=CC2=C(N=C3COCC(N32)C)C(=C1)F)F